ClC=1C=NC(=NC1)CN1C(=NC2=C1C=C(C=C2)F)N2C[C@H](C(CC2)(F)F)N (3R)-1-(1-((5-chloro-2-pyrimidinyl)methyl)-6-fluoro-1H-benzimidazol-2-yl)-4,4-difluoro-3-piperidinamine